but-2-en-1,4-diyl dibenzoate C(C1=CC=CC=C1)(=O)OCC=CCOC(C1=CC=CC=C1)=O